C(C=C)(=O)OCCNC(=O)N1C=NC=C1C(C)C1=C(C(=CC=C1)C)C 2-({5-[1-(2,3-dimethylphenyl)ethyl]-1H-imidazole-1-carbonyl}amino)ethyl prop-2-enoate